ClCC(=O)OC1CCC2C3CCC4CCCC4C3CC=C2C1 2,3,4,7,8,9,10,11,12,13,14,15,16,17-tetradecahydro-1H-cyclopenta[a]phenanthren-3-yl 2-chloroacetate